C(O[C@@H]1[C@@](O[C@H](C1)N1C=CC2=C1N=C(N=C2N)Cl)(C#C)CO[Si](C)(C)C(C)(C)C)(OC2=CC=C(C=C2)[N+](=O)[O-])=O (2R,3S,5R)-5-(4-amino-2-chloro-7H-pyrrolo[2,3-d]pyrimidin-7-yl)-2-(((tert-butyldimethylsilyl)oxy)methyl)-2-ethynyltetrahydrofuran-3-yl (4-nitrophenyl) carbonate